N-[7-methoxy-4-(1-methyl-1H-pyrazol-4-yl)-1H-1,3-benzodiazol-2-yl]-hexahydro-1H-furo[3,4-c]pyrrole-5-carboxamide COC1=CC=C(C2=C1NC(=N2)NC(=O)N2CC1C(C2)COC1)C=1C=NN(C1)C